racemic-3-methylpentadecanone C[C@@H](C(C)=O)CCCCCCCCCCCC |r|